tert-butyl (5-acetamido-2-morpholinopyridin-3-yl)carbamate C(C)(=O)NC=1C=C(C(=NC1)N1CCOCC1)NC(OC(C)(C)C)=O